ClC1=C(C=CC=C1Cl)N1C(=NC(=C(C1=O)C)N1CCC2(CC1)OC1=C([C@H]2N[S@](=O)C(C)(C)C)C=CC=C1)C (R)-N-[(3R)-1'-[1-(2,3-dichlorophenyl)-2,5-dimethyl-6-oxo-1,6-dihydropyrimidin-4-yl]-3H-spiro[1-benzofuran-2,4'-piperidin]-3-yl]-2-methylpropane-2-sulfinamide